NC1=NC(=C(C=C1C=1C=C2C(C(NC(C2=CC1)=O)(C)OC)(F)F)C1=CC=C(C=C1)N1CCN(CC1)C(C)C)F 6-(2-amino-6-fluoro-5-(4-(4-isopropylpiperazin-1-yl)phenyl)pyridin-3-yl)-4,4-difluoro-3-methoxy-3-methyl-3,4-dihydroisoquinolin-1(2H)-one